3-(N,N-dimethylaminomethyl)phenylboronic acid CN(C)CC=1C=C(C=CC1)B(O)O